1,4-diazabicyclo[3.2.2]nonan-4-yl-[1-[4-methoxy-3-(trifluoromethyl)phenyl]-1,4,5,6-tetrahydrocyclopenta[c]pyrazol-3-yl]methanone N12CCN(C(CC1)CC2)C(=O)C=2C1=C(N(N2)C2=CC(=C(C=C2)OC)C(F)(F)F)CCC1